(±)-2-(4-(methoxycarbonyl)phenyl)propanoic acid COC(=O)C1=CC=C(C=C1)[C@H](C(=O)O)C |r|